[I-].C1CCC[N+]12CCCC2 5-azoniaspiro[4.4]nonane iodide